[N+](=O)([O-])C1=C(N(CCC)CCC)C(=CC(=C1)C(Cl)(Cl)Cl)[N+](=O)[O-] 2,6-dinitro-N,N-dipropyl-4-trichloromethyl-aniline